C(C1=CC=CC=C1)OC1=CC=C(C=C1)C1(CC1)NC(C1=C(C=CC(=C1)OCCN(C)C)C)=O N-(1-(4-(Benzyloxy)phenyl)cyclopropyl)-5-(2-(dimethylamino)ethoxy)-2-methylbenzamide